ClC=1C=C(C=NC1C(=O)NN)C1=NN(C(=C1C(=O)N)C(F)(F)F)C1=CN=CC2=CC=CC=C12 (5-chloro-6-(hydrazinecarbonyl)pyridin-3-yl)-1-(isoquinolin-4-yl)-5-(trifluoromethyl)-1H-pyrazole-4-carboxamide